N-[(2S)-1-({(1S)-1-cyano-2-[(3S)-2-oxopyrrolidin-3-yl]ethyl}amino)-4-methyl-1-oxopentan-2-yl]-5-(trifluoromethoxy)-1H-indole-2-carboxamide C(#N)[C@H](C[C@H]1C(NCC1)=O)NC([C@H](CC(C)C)NC(=O)C=1NC2=CC=C(C=C2C1)OC(F)(F)F)=O